5,7-Dimethyl-N-(4-Phenoxyphenyl)Pyrazolo[1,5-A]Pyrimidine-3-Carboxamide CC1=NC=2N(C(=C1)C)N=CC2C(=O)NC2=CC=C(C=C2)OC2=CC=CC=C2